C1(CC1)C1=C(C(=NO1)C1=C(C=CC=C1Cl)Cl)C1=CC2(C1)CCN(CC2)C=2C=C1C=CC(=NC1=CC2)C(=O)NS(=O)(=O)C 6-(2-(5-cyclopropyl-3-(2,6-dichlorophenyl)isoxazol-4-yl)-7-azaspiro[3.5]non-1-en-7-yl)-N-(methylsulfonyl)quinoline-2-carboxamide